2-[4-(difluoromethylene)-1-piperidinyl]-3-iodo-8H-pyrano[3,4-b]pyridin-5-one FC(=C1CCN(CC1)C1=C(C=C2C(=N1)COCC2=O)I)F